C(C)OC(=O)C=1C=NN(C1OC)C(C)(C)C 1-(tert-butyl)-5-methoxy-1H-pyrazole-4-carboxylic acid ethyl ester